4-(pyrazolyl)piperidine C1CNCCC1C2=CC=NN2